C(C)C1=C(C=C(C(=C1)O)F)C1=CC=C2C(=NNC2=C1)C1=NC2=C(N1)CN(C2)C(=O)NCCO 2-(6-(2-ethyl-5-fluoro-4-hydroxyphenyl)-1H-indazol-3-yl)-N-(2-hydroxyethyl)-4,6-Dihydropyrrolo[3,4-d]imidazole-5(1H)-carboxamide